C(C)(C)OC(=O)\N=N\C(OC(C)C)=O isopropyl (NE)-N-isopropoxycarbonyliminocarbamate